(R,E)-N-(1-(3,4-dimethoxyphenyl)ethyl)-3-(4-(1,5-dimethyl-1H-pyrazol-4-yl)-1H-pyrrolo[2,3-b]pyridin-3-yl)acrylamide COC=1C=C(C=CC1OC)[C@@H](C)NC(\C=C\C1=CNC2=NC=CC(=C21)C=2C=NN(C2C)C)=O